(S)-1-amino-4-(4-((4-ethylpyridin-2-yl)carbamoyl)phenyl)-2-(1-(3-methylbutan-2-enoyl)pyrrolidin-2-yl)-1H-imidazole-5-carboxamide NN1C(=NC(=C1C(=O)N)C1=CC=C(C=C1)C(NC1=NC=CC(=C1)CC)=O)[C@H]1N(CCC1)C(C=C(C)C)=O